2-(diethylamino)2,2-diphenylacetic acid Ethyl ester C(C)OC(C(C1=CC=CC=C1)(C1=CC=CC=C1)N(CC)CC)=O